CC=1C=CC(CC1)(C)C 3,6,6-trimethyl-1,3-cyclohexadiene